2-(benzylamino)-3,5-dihydro-4H-imidazole C(C1=CC=CC=C1)NC1=NCCN1